OC1=C(C(/C=C/C2=CC3=C(C=C2)OCO3)=O)C(=CC=C1)C 2'-Hydroxy-6'-methyl-3,4-methylenedioxychalcone